N1=CNC=2N=C3N(C(C12)=O)C=CN3 3,5-dihydro-9H-imidazo[1,2-a]purin-9-one